CC1=CC=C(C=C1)C=1SC=C(N1)CN1CCN2C1=C(C=CC2=O)[N+](=O)[O-] 1-((2-(4-methylphenyl)thiazol-4-yl)methyl)-8-nitro-2,3-dihydro-imidazo[1,2-a]pyridin-5(1H)-one